C(CC(=O)C(=O)O)CS 2-keto-4-thiomethylbutyric acid